CC=1C=CC(=NC1)O[C@@H]1CC[C@H](CC1)C1=NN=C(N1C1=CC=C(C=C1)C)C Trans-5-methyl-2-[4-[5-methyl-4-(4-methylphenyl)-1,2,4-triazol-3-yl]cyclohexyl]oxy-pyridine